tert-Butyl N-[(1R)-2-allyloxy-1-methyl-ethyl]carbamate C(C=C)OC[C@@H](C)NC(OC(C)(C)C)=O